F[C@H]1CN(CC[C@H]1NC1=C2C=C(N(C2=CC=C1)CC(F)(F)F)C1=NOC(=N1)CNC(=O)C1=CSC(=C1)C(COC)(C)C)C N-{[3-(4-{[(3S,4R)-3-fluoro-1-methylpiperidin-4-yl]amino}-1-(2,2,2-trifluoroethyl)-1H-indol-2-yl)-1,2,4-oxadiazol-5-yl]methyl}-5-(1-methoxy-2-methylpropan-2-yl)thiophene-3-carboxamide